N-(4-bromo-2-methylphenyl)-1-methyl-1H-imidazole-5-carboxamide BrC1=CC(=C(C=C1)NC(=O)C1=CN=CN1C)C